N1=C(C=CC=C1)C1=NNC=C1 3-(2-Pyridinyl)-1H-pyrazol